methyl 3,5-difluoro-4-nitrobenzoate FC=1C=C(C(=O)OC)C=C(C1[N+](=O)[O-])F